N-((5-ethynylpyridin-2-yl)methyl)cyclopropylamine C(#C)C=1C=CC(=NC1)CNC1CC1